Tert-butyl (8aS)-4-fluoro-5-(6-fluoro-2-methyl-3-nitrophenyl)-8a,9,11,12-tetrahydropyrazino[2',1':3,4][1,4]oxazepino[5,6,7-de]quinazoline-10(8H)-carboxylate FC1=C(C=C2C3=C(N=CN=C13)N1[C@H](CO2)CN(CC1)C(=O)OC(C)(C)C)C1=C(C(=CC=C1F)[N+](=O)[O-])C